C1=CC(=O)C=C2C1=CC3=C(N2C[C@@H]([C@@H]([C@@H](CO)O)O)O)N=C(NC3=O)[O-] The molecule is conjugate base of 7,8-didemethyl-8-hydroxy-5-deazariboflavin arising from deprotonation at the 3-position of the pyrimidoquinoline ring system; major species at pH 7.3. It is a conjugate base of a 7,8-didemethyl-8-hydroxy-5-deazariboflavin.